2-(5-bromo-1H-pyrrolo[2,3-b]pyridin-3-yl)-N-(2-methoxybenzyl)ethan-1-amine BrC=1C=C2C(=NC1)NC=C2CCNCC2=C(C=CC=C2)OC